NCC1=NNC(C2=CC=C(C=C12)C1=C(N(N=C1)C)C1=C(C2=CC=CC=C2C=C1C)C#N)=O 2-[4-[4-(aminomethyl)-1-oxo-2H-phthalazin-6-yl]-2-methyl-pyrazol-3-yl]-3-methyl-naphthalene-1-carbonitrile